1-naphthyl glycidyl ether C(C1CO1)OC1=CC=CC2=CC=CC=C12